ClC(C(=O)C)Cl 1,1-Dichloroacetone